C(C)OC1=NC=CC=C1C1=NC(=C(C=C1)N1[C@@H](CN(CC1)C(=O)C1(CCCC1)C(F)(F)F)CC)C(=O)N[C@H]1CN(CC1)C 2'-ethoxy-5-[(2R)-2-ethyl-4-[1-(trifluoromethyl)cyclopentanecarbonyl]piperazin-1-yl]-N-[(3R)-1-methylpyrrolidin-3-yl]-[2,3'-bipyridine]-6-carboxamide